1-[4-[3-cyano-6-[1-(4-piperidyl)pyrazol-4-yl]pyrazolo[1,5-a]pyrazin-4-yl]phenyl]-4-ethyl-N-isopropyl-piperidine-4-carboxamide hydrochloride Cl.C(#N)C=1C=NN2C1C(=NC(=C2)C=2C=NN(C2)C2CCNCC2)C2=CC=C(C=C2)N2CCC(CC2)(C(=O)NC(C)C)CC